BrC=1C(=C(C=C(C1)C)C12CC3CC(CC(C1)C3)C2)OCOC (3r,5r,7r)-1-(3-bromo-2-(methoxymethoxy)-5-methylphenyl)adamantane